C(C1CC(C(CC1)N)C(C)C)C1CC(C(CC1)N)C(C)C 4,4'-methylenebis(2-(sec-propyl)cyclohexylamine)